5-(6-methylpyridin-2-yl)-1H-imidazol-2-amine CC1=CC=CC(=N1)C1=CN=C(N1)N